geranyl-Choline C(\C=C(/C)\CCC=C(C)C)OCC[N+](C)(C)C